5-((4-(4-((4-(2-(2,6-dioxopiperidin-3-yl)-6-fluoro-1,3-dioxoisoindolin-5-yl)piperazin-1-yl)methyl)piperidin-1-yl)-3-fluorophenyl)amino)-3-(piperidin-1-yl)-1,2,4-triazine-6-carboxamide O=C1NC(CCC1N1C(C2=CC(=C(C=C2C1=O)N1CCN(CC1)CC1CCN(CC1)C1=C(C=C(C=C1)NC=1N=C(N=NC1C(=O)N)N1CCCCC1)F)F)=O)=O